(R)-4-(5-methylthiazol-2-yl)-2-(oxetan-3-yl)-N-(1-(2-(trifluoromethyl)pyrimidin-5-yl)ethyl)-2H-indazole-6-carboxamide CC1=CN=C(S1)C=1C2=CN(N=C2C=C(C1)C(=O)N[C@H](C)C=1C=NC(=NC1)C(F)(F)F)C1COC1